ClC=1C=C(C=CC1)C(CO)NC(=O)C1=CN(C=C1)C1=NC(=NC=C1)NC1=CC2=C(OC(O2)(F)F)C=C1 N-(1-(3-chloro-phenyl)-2-hydroxyethyl)-1-(2-((2,2-difluoro-benzo[d][1,3]di-oxol-5-yl)amino)-pyrimidin-4-yl)-1H-pyrrole-3-carboxamide